ClC1=CC(=NC=C1)C(CCCC#N)(F)F 5-(4-chloropyridin-2-yl)-5,5-difluoropentanenitrile